4-(6-(1H-1,2,3-triazol-5-yl)pyridin-3-yl)piperazine-1-carboxylic acid benzyl ester C(C1=CC=CC=C1)OC(=O)N1CCN(CC1)C=1C=NC(=CC1)C1=CN=NN1